C12CN(CC(N1)C2)C2=CC=C(C=N2)C2=NN1C(C=CC(=C1)C=1CCOCC1)=C2C#N (6-(3,6-diazabicyclo[3.1.1]heptan-3-yl)pyridin-3-yl)-6-(3,6-dihydro-2H-pyran-4-yl)pyrazolo[1,5-a]pyridine-3-carbonitrile